COCCONC(=O)C1=CC2=C(N(C(=N2)NC=2OC3=C(N2)C=CC(=C3)OC(F)(F)F)C)C=C1 N-(2-methoxyethoxy)-1-methyl-2-((6-(trifluoromethoxy)benzo[d]oxazol-2-yl)amino)-1H-benzo[d]imidazole-5-carboxamide